C(#N)[C@@]1(CC12CC2)C=2C=C1C=C(N=CC1=CC2)NC(=O)[C@@H]2CC21COCC1 (1R,2S)-N-(6-((R)-1-cyanospiro[2.2]pentan-1-yl)isoquinolin-3-yl)-5-oxaspiro[2.4]heptane-1-carboxamide